N1C=C(C=C1)CNC1=CC(=C(C=C1)NC(CCCCCCC)=O)N N-(4-(((1H-pyrrol-3-yl)methyl)amino)-2-aminophenyl)octanamide